C(CCC)OC(=O)C1=CC=C(O)C=C1.[K] Kalium Butylparaben